N1CC(CC1)C(C)(C)O 2-(pyrrolidin-3-yl)propan-2-ol